bis{3,4,6-trichloro-2-[(5-methylhexyloxy)carbonyl] phenyl}oxalate ClC=1C(=C(C(=CC1Cl)Cl)OC(C(=O)OC1=C(C(=C(C=C1Cl)Cl)Cl)C(=O)OCCCCC(C)C)=O)C(=O)OCCCCC(C)C